3-(Azepan-4-yl)-7-(2,8-dimethylimidazo[1,2-b]pyridazin-6-yl)-5-fluorocinnoline N1CCC(CCC1)C=1N=NC2=CC(=CC(=C2C1)F)C=1C=C(C=2N(N1)C=C(N2)C)C